methyl 3-(5-(benzyloxy)-1-(4-fluoro-3-methylphenyl)-1H-indol-3-yl)-1-methylcyclobutane-1-carboxylate C(C1=CC=CC=C1)OC=1C=C2C(=CN(C2=CC1)C1=CC(=C(C=C1)F)C)C1CC(C1)(C(=O)OC)C